ClC=1C=C(CC2=NC(=C3NC(=NC3=N2)C2CCCC2)C(=O)N)C=C(C1)C=1C=NN(C1)C1=CC=C(C=C1)F (3-chloro-5-(1-(4-fluorophenyl)-1H-pyrazol-4-yl)benzyl)-8-cyclopentyl-7H-purine-6-carboxamide